O=C1NCCC1 2-oxo-pyrrolidin